5-bromo-1-((3-hydroxyphenyl)sulfonyl)-1H-pyrrole-3-carbaldehyde BrC1=CC(=CN1S(=O)(=O)C1=CC(=CC=C1)O)C=O